FC1=NC(=CC=C1C=1CCSC2=C(C1C1=CC=C(C=C1)O[C@@H]1CN(CC1)CCCF)C=CC(=C2)O)C 4-(2-Fluoro-6-methyl-3-pyridyl)-5-[4-[(3S)-1-(3-fluoropropyl)pyrrolidin-3-yl]oxyphenyl]-2,3-dihydro-1-benzothiepin-8-ol